aza-isoxazole O1N=NC=C1